O=C1CCOC2=C(C(=CC=C12)O[C@@H](C1=CC=C(C(=O)N)C=C1)C1=CC=NC=C1)C1=CC=CC=C1 (S)-4-(((4-oxo-8-phenylchroman-7-yl)oxy)(pyridin-4-yl)methyl)benzamide